C[C@H]1[C@H](CN(CC1)C(CC#N)=O)N(C=1C2=C(N=CN1)NC=C2)C 3-((3R,4R)-4-Methyl-3-(methyl(7H-pyrrolo[2,3-d]pyrimidin-4-yl)amino)piperidin-1-yl)-3-oxopropanenitrile